C(C1=CC=CC=C1)OC1=C(C(=C(C=C1)C#CC1CCN(CC1)C(=O)OC(C)(C)C)F)N1S(NC(C1)=O)(=O)=O tert-butyl 4-((4-(benzyloxy)-3-(1,1-dioxido-4-oxo-1,2,5-thiadiazolidin-2-yl)-2-fluorophenyl)ethynyl)piperidine-1-carboxylate